3-(azetidin-3-yl)-4-ethynyl-1-(4-(trifluoromethoxy)phenyl)-1H-pyrazolo[3,4-b]pyridine 2,2,2-trifluoroacetate salt FC(C(=O)O)(F)F.N1CC(C1)C1=NN(C2=NC=CC(=C21)C#C)C2=CC=C(C=C2)OC(F)(F)F